1-(4-benzyl-3,4-dihydroquinoxaline-1(2H)-yl)-3-(pyrrolidin-1-yl)propan-1-one C(C1=CC=CC=C1)N1CCN(C2=CC=CC=C12)C(CCN1CCCC1)=O